1-hydroxyethyl-ammonium chloride [Cl-].OC(C)[NH3+]